N-(9-fluorenylmethoxycarbonyl)hydroxylamine C1=CC=CC=2C3=CC=CC=C3C(C12)COC(=O)NO